Benzyl 9H-thioxanthen-9-ylcarbamate C1=CC=CC=2SC3=CC=CC=C3C(C12)NC(OCC1=CC=CC=C1)=O